CN(CCNC(=O)C1=C(N(C(=C1)C1=C2C(=NC=C1)NC=C2)COCC[Si](C)(C)C)C2=C(C=C(C=C2)C)F)C N-[2-(dimethylamino)ethyl]-2-(2-fluoro-4-methylphenyl)-5-(1H-pyrrolo[2,3-b]pyridin-4-yl)-1-{[2-(trimethylsilyl)ethoxy]methyl}-1H-pyrrole-3-carboxamide